(1R,4R)-4-hydroxycyclohexane-1-carboxylic acid methyl ester COC(=O)C1CCC(CC1)O